C=C(C)C1C(C=CCC1)C1=CC(=CC=C1)C(=O)O 2'-(prop-1-en-2-yl)-1',2',3',4'-tetrahydro-[1,1'-biphenyl]-3-carboxylic acid